(1,4-phenylenebis(oxy))bis(ethane-1-ol) C1(=CC=C(C=C1)OCCO)OCCO